methyl 1-(6-(((5-(4-(2-methoxyphenyl)-6-methylpyridine-3-amido)-1,3,4-thiadiazol-2-yl)oxy)methyl)pyridin-3-yl)cyclopropane-1-carboxylate COC1=C(C=CC=C1)C1=C(C=NC(=C1)C)C(=O)NC1=NN=C(S1)OCC1=CC=C(C=N1)C1(CC1)C(=O)OC